[OH-].C(C=C)[N+](CCC)(CCC)CCC allyl-tripropyl-ammonium hydroxide